FC(OC1=CC=C(C=N1)C=1C=CC(N(N1)CC1=C(C=NN1)C1=CC=CC=C1)=O)F 6-(6-(difluoromethoxy)pyridin-3-yl)-2-((4-phenyl-1H-pyrazol-5-yl)methyl)pyridazin-3(2H)-one